9-(1-((6-chloro-2-(1-methyl-1H-indazol-5-yl)pyridin-3-yl)amino)ethyl)-4,7-dimethyl-3-(1-methylazetidin-3-yl)-3,4-dihydro-5H-pyrazolo[3,4-c]isoquinolin-5-one ClC1=CC=C(C(=N1)C=1C=C2C=NN(C2=CC1)C)NC(C)C=1C=2C3=C(N(C(C2C=C(C1)C)=O)C)N(N=C3)C3CN(C3)C